(2E)-3-(1H-imidazol-4-yl)-N-[2-(1H-imidazol-2-yl)ethyl]prop-2-enamide N1C=NC(=C1)/C=C/C(=O)NCCC=1NC=CN1